N1-((5-(2,6-dioxopiperidin-3-yl)-6-oxo-5,6-dihydro-4H-thieno[2,3-c]pyrrol-2-yl)-methyl)-N2,N2-dimethyloxalamide O=C1NC(CCC1N1C(C2=C(C1)C=C(S2)CNC(C(=O)N(C)C)=O)=O)=O